ethyl 2-cyclopropyl-3-fluoro-5-[2-methoxy-4-(trifluoromethoxy)phenoxy]isonicotinate C1(CC1)C=1C(=C(C(=O)OCC)C(=CN1)OC1=C(C=C(C=C1)OC(F)(F)F)OC)F